C(C)N1N=CC2=C1N(C(C=1C=C(C=C(C21)C(C)NC=2C(=NC(=CC2)C)C(=O)O)C)=O)C 3-((1-(3-ethyl-4,7-dimethyl-5-oxo-4,5-dihydro-3H-pyrazolo[3,4-c]isoquinolin-9-yl)ethyl)amino)-6-methylpyridinecarboxylic acid